ClC1=C(C(=CC=C1)Cl)CC(=O)N1[C@H](C2=CC=CC(=C2C[C@@H]1CO)CC(C)(C)O)C 2-(2,6-dichlorophenyl)-1-((1S,3R)-5-(2-hydroxy-2-methylpropyl)-3-(hydroxymethyl)-1-methyl-3,4-dihydroisoquinolin-2(1H)-yl)ethan-1-one